N-(4-amino-1H-pyrazolo[4,3-c]pyridin-7-yl)-2-oxo-2-[(2R,5S)-5-methyl-2-(1-methylpyrazol-3-yl)-1-piperidyl]acetamide NC1=NC=C(C2=C1C=NN2)NC(C(N2[C@H](CC[C@@H](C2)C)C2=NN(C=C2)C)=O)=O